(S)-N-methyl(6-(pyridin-3-yl)isochroman-1-yl)methanamine bis-hydrochloride salt Cl.Cl.CNC[C@H]1OCCC2=CC(=CC=C12)C=1C=NC=CC1